3-(2-chloropyrimidin-5-yl)-1H-imidazo[4,5-b]pyridin-2-one ClC1=NC=C(C=N1)N1C(NC=2C1=NC=CC2)=O